C(C=C)OC1=C(C=C(C=C1)C=CC(=O)NCNC(C)C)OC 3-(4-(allyloxy)-3-methoxyphenyl)-N-(isopropylaminomethyl)acrylamide